4-aminobenzo[1,3]dioxole NC1=CC=CC=2OCOC21